OC1=C(C=O)C=CC=C1CCCN1CCOCC1 2-hydroxy-3-(3-morpholinopropyl)benzaldehyde